C(C)OC(=O)CCCOC1=NC=CC=N1 (3-ethoxycarbonylpropoxy)-pyrimidine